3-(2-aminoethylamino)propyltrimethoxysilane NCCNCCC[Si](OC)(OC)OC